CC[C@H](C=C[C@@H](C)[C@H]1CC[C@H]2[C@@H]3CC=C4C[C@H](CC[C@]4(C)[C@H]3CC[C@]12C)O)C(C)C stigmasta-5,22-diene-3beta-ol